(R)-4-bromo-2-(1-(3-fluorophenyl)ethyl)-5-nitrobenzamide BrC1=CC(=C(C(=O)N)C=C1[N+](=O)[O-])[C@H](C)C1=CC(=CC=C1)F